NC1=CC(=C(C=C1)C1=NN(C(=C1)NC(C1=CC=CC=C1)=O)C)F N-(3-(4-amino-2-fluorophenyl)-1-methyl-1H-pyrazol-5-yl)benzamide